bis(2-n-propyl-4-phenyl-indenyl)zirconium dichloride [Cl-].[Cl-].C(CC)C=1C(C2=CC=CC(=C2C1)C1=CC=CC=C1)[Zr+2]C1C(=CC2=C(C=CC=C12)C1=CC=CC=C1)CCC